BrC1=NN(C2=NC(=NC=C21)Cl)CCCO 3-(3-bromo-6-chloro-1H-pyrazolo[3,4-d]pyrimidin-1-yl)propan-1-ol